C(#N)C=1N=C2C=C(C(N(C2=C(C1)OCC1(CC1)S(=O)(=O)C1CC1)C)=O)C(=O)NCC1=CC=C(C=C1)C#N 6-cyano-N-(4-cyanobenzyl)-8-((1-(cyclopropylsulfonyl)cyclopropyl)methoxy)-1-methyl-2-oxo-1,2-dihydro-1,5-naphthyridine-3-carboxamide